ClC1=CC=C(C=C1)NC(NC1=CC(=CC=C1)C1=C(C=C(C=C1)F)F)=O 3-(4-chlorophenyl)-1-[3-(2,4-difluorophenyl)phenyl]Urea